FC(C=1C=CC=2N(N1)C(=CN2)C2=CC(=NC=N2)N2C[C@H](OC(C2)(C)C)CNS(=O)(=O)C)F (S)-N-((4-(6-(6-(difluoromethyl)imidazo[1,2-b]pyridazin-3-yl)pyrimidin-4-yl)-6,6-dimethylmorpholin-2-yl)methyl)methanesulfonamide